N-methyl-N-(pyridin-2-ylmethyl)-1H-imidazole-4-carboxamide CN(C(=O)C=1N=CNC1)CC1=NC=CC=C1